ClC1=C(C(=O)N)C=CC=C1C1=C(N=C(N1)C1=NC=C(C=C1)F)Cl 2-Chloro-3-(4-chloro-2-(5-fluoropyridin-2-yl)-1H-imidazol-5-yl)benzamide